N1=CC=C(C=C1)CNC(NC1=CC=C(C=C1)NS(=O)(=O)CC=1C=C(C=CC1)C)=O N-[4-(3-Pyridin-4-ylmethyl-ureido)-phenyl]-C-m-tolyl-methanesulfonamide